ClC1=C(C=CC=C1C1C(NC(CC1)=O)=O)C1=CC=C(C=C1)N1C(C2=CC=CC=C2C1)=O 3-(2-chloro-4'-(1-oxoisoindolin-2-yl)-[1,1'-biphenyl]-3-yl)piperidine-2,6-dione